C(#N)C=1C=NN2C1C(=CC(=C2)OCC(C)(C)O)C=2C=CC(=NC2)N2C[C@](CC2)(C)NC(OC(C)(C)C)=O tert-butyl (R)-(1-(5-(3-cyano-6-(2-hydroxy-2-methylpropoxy)pyrazolo[1,5-a]pyridin-4-yl)pyridin-2-yl)-3-methylpyrrolidin-3-yl)carbamate